ClC1=NC2=CC(=C(C=C2C(=N1)NC(C)C1=C(C(=CC=C1)C(F)(F)F)C)O)OC 2-Chloro-7-methoxy-4-[1-(2-methyl-3-trifluoromethyl-phenyl)-ethylamino]-quinazolin-6-ol